FC1([C@H](C[C@@H](CC1)N1N=C(C2=C1CC([C@H]2O)(F)F)C(F)(F)F)OC)F (4S)-1-[(1R,3S)-4,4-difluoro-3-methoxycyclohexyl]-5,5-difluoro-3-(trifluoromethyl)-1H,4H,5H,6H-cyclopenta[c]pyrazol-4-ol